FC(C=1C(=C(C=CC1)[C@@H](C)NC(=O)C1=CN(C(C=C1N[C@@H]1[C@@H]2CN([C@H](C1)C2)C)=O)C2(CC2)C(F)F)F)F N-((R)-1-(3-(difluoromethyl)-2-fluorophenyl)ethyl)-1-(1-(difluoromethyl)cyclopropyl)-4-(((1S,4S,5S)-2-methyl-2-azabicyclo[2.2.1]hept-5-yl)amino)-6-oxo-1,6-dihydropyridine-3-carboxamide